FC1=CC=C(COC=2C=C(OC[C@@H](CNCCO)O)C=CC2)C=C1 (R)-1-(3-((4-Fluorobenzyl)oxy)phenoxy)-3-((2-Hydroxyethyl)amino)propan-2-ol